FC(OC1=C(C(=O)NCC)C(=CC(=C1)C1=CN=C2N1N=CC(=C2)C=2C=NN(C2)C)OC)F 2-(difluoromethoxy)-N-ethyl-6-methoxy-4-[7-(1-methylpyrazol-4-yl)imidazo[1,2-b]pyridazin-3-yl]benzamide